O1C(OCC1)CC[C@H](C(C)C)N1CC(C1)C=1C=C(C=2N(C1)C(=NC2)C)C2=C(C(=O)N1[C@@H](COCC1)C)C=C(C=C2)F (3R)-4-[2-(6-{1-[(3R)-1-(1,3-dioxolan-2-yl)-4-methylpentan-3-yl]azetidin-3-yl}-3-methylimidazo[1,5-a]pyridin-8-yl)-5-fluorobenzoyl]-3-methylmorpholine